bis-isostearylphosphate C(CCCCCCCCCCCCCCC(C)C)OP(=O)(OCCCCCCCCCCCCCCCC(C)C)[O-]